OC(=O)C(F)(F)F.N1CC(C1)C1=CC(=C(C=O)C(=C1)CC)CC 4-(azetidin-3-yl)-2,6-diethylbenzaldehyde TFA salt